C(CCC)C1SSSS1 butyl-tetrathiol